1-[5-(5-chloro-2-methoxypyridin-4-yl)-1-(oxan-2-yl)pyrazole-3-carbonyl]-N-[(3-chlorophenyl)methyl]piperidine-4-carboxamide ClC=1C(=CC(=NC1)OC)C1=CC(=NN1C1OCCCC1)C(=O)N1CCC(CC1)C(=O)NCC1=CC(=CC=C1)Cl